ClC1=C(C=C(C=C1N1[C@H](CN(CC1)CC1CC(C1)S(=O)(=O)C)C)C#N)NC1=NC=2N(C(=N1)NC1CC1)N=CC2C#N 2-((2-chloro-5-cyano-3-((S)-2-methyl-4-(((1r,3S)-3-(methylsulfonyl)cyclobutyl)methyl)piperazin-1-yl)phenyl)amino)-4-(cyclopropylamino)pyrazolo[1,5-a][1,3,5]triazine-8-carbonitrile